C[C@@]1(CC(C2=CC=C(C=C12)C=1SC=CC1)=O)CC1=C(NC2=CC=CC=C12)C1=CC=CC=C1 (S)-3-methyl-3-((2-phenyl-1H-indol-3-yl)methyl)-5-(thiophen-2-yl)-2,3-dihydro-1H-inden-1-one